4-(6-chloro-4-{3,8-diazabicyclo[3.2.1]octan-3-yl}-8-fluoro-2-{[(2R)-1-(piperidin-1-yl)propan-2-yl]oxy}quinazolin-7-yl)naphthalen-2-ol ClC=1C=C2C(=NC(=NC2=C(C1C1=CC(=CC2=CC=CC=C12)O)F)O[C@@H](CN1CCCCC1)C)N1CC2CCC(C1)N2